CC1=C(OC2=C(C=C(C=C2C1=O)C)[C@@H](C)OC=1C(=NC(=CC1)OC)S(=O)(=O)N)C=1C=NN(C1)C 3-[(1R)-1-[3,6-Dimethyl-2-(1-methylpyrazol-4-yl)-4-oxo-chromen-8-yl]ethoxy]-6-methoxy-pyridine-2-sulfonamide